azacyclopentyl-azacyclohexyl-azacyclopentyl-azapiperidine-on N1(CCCC1)C1N(C(N(CC1)N1CCCC1)=O)N1CCCCC1